ClC(O)\C=C(/CCC=C(C)C)\C chloronerol